C(CCC)N1N=C(C(=C1CCC)O)CC(C)C 1-n-butyl-3-isobutyl-4-hydroxy-5-n-propylpyrazole